COC(C1=C(N=C(C(=C1)Br)OC1CC1)NC(C)(C)C)=O 5-bromo-2-(tert-butylamino)-6-cyclopropoxynicotinic acid methyl ester